7-methyl-2-((6-methyl-2-oxo-2,3-dihydro-1H-benzo[d]imidazol-5-yl)amino)-9-(tetrahydro-2H-pyran-4-yl)-7,9-dihydro-8H-purin-8-one CN1C(N(C2=NC(=NC=C12)NC1=CC2=C(NC(N2)=O)C=C1C)C1CCOCC1)=O